(α-trimethylammonioacetyl)diethanolamine chloride [Cl-].C[N+](CC(=O)N(CCO)CCO)(C)C